3-[(4-Carboxy-2-nitrophenyl)sulfanyl]isonicotinic acid C(=O)(O)C1=CC(=C(C=C1)SC1=C(C(=O)O)C=CN=C1)[N+](=O)[O-]